tert-Butyl (trans-4-(2-(methoxy(methyl)amino)-2-oxoethyl)cyclohexyl)carbamate CON(C(C[C@@H]1CC[C@H](CC1)NC(OC(C)(C)C)=O)=O)C